N-diethyl-p-phenylenediamine sulfate CCN(CC)C1=C2C(=C(C=C1)N)OS(=O)(=O)O2